N1-(1-methoxy-3-(p-tolyl)propan-2-yl)benzene-1,2-diamine COCC(CC1=CC=C(C=C1)C)NC=1C(=CC=CC1)N